C1(CC1)N1C(=NC2=C1C=C(C=C2)C#N)C=2C(=NC=NC2)C(F)(F)F 1-Cyclopropyl-2-(4-(trifluoromethyl)pyrimidin-5-yl)-1H-benzo[d]imidazol-6-carbonitril